C(#N)N1C[C@@H](CC1)NC(=O)N1CC(C1)C1=NN(C=C1)C1=NC=CN=C1 (R)-N-(1-cyanopyrrolidin-3-yl)-3-(1-(pyrazin-2-yl)-1H-pyrazol-3-yl)azetidine-1-carboxamide